3-HydroxyPropionic Acid OCCC(=O)O